ClC1=CC=C(C=C1)N(C(C1=CN=CC(=C1)C1=CC=C(C=C1)C)=O)C N-(4-chlorophenyl)-N-methyl-5-(p-tolyl)nicotinamide